5-(8-oxa-3-azabicyclo[3.2.1]octane-3-yl)-N-(3-(difluoromethyl)-1-(piperidine-4-yl)-1H-pyrazol-4-yl)pyrazolo[1,5-a]pyrimidine-3-formamide C12CN(CC(CC1)O2)C2=NC=1N(C=C2)N=CC1C(=O)NC=1C(=NN(C1)C1CCNCC1)C(F)F